C(C)(=O)OC(CCCCCCCCCCC/C=C/C=C)OC(C)=O (3E)-16,16-diacetoxy-1,3-hexadecadiene